C(C)OC(=O)C=1N=C(OC1C1=CC=C(C=C1)SC)C1=CC=C(C=C1)C(F)(F)F 5-(4-(methylthio)phenyl)-2-(4-(trifluoromethyl)phenyl)Oxazole-4-carboxylic acid ethyl ester